F[C@H]1CN(CC[C@H]1OC(C)C)C1=NC=CC(=N1)NC=1N=CC2=C(C=CC(=C2C1)[C@H]1N(CCC1)C(C=C)=O)N1CC(C1)CS(=O)(=O)C 1-((S)-2-(3-((2-((3S,4R)-3-fluoro-4-isopropoxypiperidin-1-yl)pyrimidin-4-yl)amino)-8-(3-((methylsulfonyl)methyl)azetidin-1-yl)isoquinolin-5-yl)pyrrolidin-1-yl)prop-2-en-1-one